6-chloro-3-(5-hydroxypyridin-3-yl)-2-[4-(4-methyl-1,2,4-triazol-3-yl)piperidin-1-yl]benzonitrile ClC1=CC=C(C(=C1C#N)N1CCC(CC1)C1=NN=CN1C)C=1C=NC=C(C1)O